(S)-N-(4-(3-Bromophenyl)thiazol-2-yl)-1-(1-(methylsulfonyl)-1H-pyrrole-3-carbonyl)azetidine-2-carboxamide BrC=1C=C(C=CC1)C=1N=C(SC1)NC(=O)[C@H]1N(CC1)C(=O)C1=CN(C=C1)S(=O)(=O)C